6-methyl-5-{[3-(1,4-oxazinan-4-yl)propyl]oxy}-1-phenyl-4,5-dihydro-pyrazolo[3,4-d]pyrimidin-4-one CC=1N(C(C2=C(N1)N(N=C2)C2=CC=CC=C2)=O)OCCCN2CCOCC2